Cl.FC1=CC=C(C=C1)C1=CC(=CC(=C1)C(=O)NC[C@H]1NC[C@H](C1)CNC)C1=CC=C(C=C1)F 4,4''-difluoro-N-(((2S,4R)-4-((methylamino)methyl)pyrrolidin-2-yl)methyl)-[1,1':3',1''-terphenyl]-5'-carboxamide hydrochloride salt